2-bromo-5-(3-methanesulfonyl-propyloxy)-1,3-dimethyl-benzene BrC1=C(C=C(C=C1C)OCCCS(=O)(=O)C)C